dicarbonyl-(2-isocyano-2-methylpropane) C(=O)=CC(C=C=O)(C)[N+]#[C-]